CN(C(=O)C1CCOCC1)C=1C=C(C=CC1)C1=CN=C2N1C=CC=C2 3-(3-(N-methyltetrahydro-2H-pyran-4-carboxamido)phenyl)imidazo[1,2-a]pyridine